5-(8-((1S,2S)-2-(4-fluoro-1-(2,2,2-trifluoroethyl)-1H-indazol-6-yl)cyclopropyl)imidazo[1,2-b]pyridazin-6-yl)pyrimidine-2,4(1H,3H)-dione FC1=C2C=NN(C2=CC(=C1)[C@@H]1[C@H](C1)C=1C=2N(N=C(C1)C=1C(NC(NC1)=O)=O)C=CN2)CC(F)(F)F